5-chloro-4',4'-difluoro-2-({[(3R)-oxan-3-yl]amino}methyl)-7,8-dihydro-6H-spiro[[1,3]oxazolo[5,4-f]quinazoline-9,1'-cyclohexan]-7-one ClC=1C=C2C(=C3C1NC(NC31CCC(CC1)(F)F)=O)OC(=N2)CN[C@H]2COCCC2